C[C@H]1OCCN(C1)C1=CC=CC(=N1)NC(C1=C(N=C(C=C1)S(=O)(=O)C)N1CCC2(CC2)CC1)=O (R)-N-(6-(2-methylmorpholino)pyridin-2-yl)-6-(methylsulfonyl)-2-(6-azaspiro[2.5]octan-6-yl)nicotinamide